CC1=C(C(=CC=C1)C)C1=NC=2NS(C=3C=CC=C(C(N([C@@H]([C@@H](OC(=C1)N2)CC(C)C)CC(C)C)C)=O)C3)(=O)=O (10S,11R)-6-(2,6-Dimethylphenyl)-12-methyl-10,11-bis(2-methylpropyl)-9-oxa-2λ6-thia-3,5,12,19-tetraazatricyclo[12.3.1.14,8]nonadeca-1(18),4(19),5,7,14,16-hexaene-2,2,13-trione